4-(2-chloroethyl)-1-((1S)-cyclohex-2-enyl-(hydroxy)methyl)-5-methyl-6-oxa-2-azabicyclo[3.2.0]heptane-3,7-dione ClCCC1C(NC2(C(OC12C)=O)[C@@H](O)C1C=CCCC1)=O